C(#N)C1=CC(=C(C=C1)C1=CC(=NC(=C1)OC(C)C)NC(C=1C(N(C=C(C1)CNC[C@H]1OCCC1)C1CC1)=O)=O)C(=O)N1CC(C1)(F)F N-(4-{4-cyano-2-[(3,3-difluoro-1-azetidinyl)carbonyl]phenyl}-6-isopropoxy-2-pyridyl)-5-[({[(S)-tetrahydro-2-furyl]methyl}amino)methyl]-1-cyclopropyl-2-oxo-1,2-dihydronicotinamide